3-(1-methyl-6-(methyl(2-azaspiro[3.5]nonan-7-yl)amino)-1H-indazol-3-yl)piperidine-2,6-dione CN1N=C(C2=CC=C(C=C12)N(C1CCC2(CNC2)CC1)C)C1C(NC(CC1)=O)=O